BrC1=CC=C(C=C1)CCCCCCBr 1-bromo-4-(6-bromohexyl)benzene